[SH2](=N)=O sulfilimine S-oxide